acrylyl-dimethylammonium C(C=C)(=O)[NH+](C)C